Indoline-6-carboxylate N1CCC2=CC=C(C=C12)C(=O)[O-]